4-methylenedioxychlorobenzene C1OC2=CC=C(C=C2O1)Cl